Cl.C1(=CC=CC=C1)C1(OCCC1CNC)C1=CC=CC=C1 1-(2,2-diphenyltetrahydrofuran-3-yl)-N-methylmethanamine hydrochloride